FC(C(=O)O)(F)F.C[C@@H]1O[C@H](CN(C1)CC(=O)NC=1C=C(C(=NC1)C)C=1N2C(SC1C=1C(NC=CC1)=O)=C(C=N2)C(=O)N)C (5-(2-(trans-2,6-dimethylmorpholino)acetamido)-2-methylpyridin-3-yl)-2-(2-oxo-1,2-dihydropyridin-3-yl)pyrazolo[5,1-b]thiazole-7-carboxamide trifluoroacetate